phenyl-propoxysilane C1(=CC=CC=C1)[SiH2]OCCC